[O+]1(CCCC1)[O-] tetrahydrofuran oxide